OC=1C(=NC=CC1)C(=O)O 3-hydroxy-2-picolinic acid